3-nitrobenzoic acid 2-(((4-methoxy-3,5-dimethylpyridin-2-yl) methyl) sulfinyl)-1H-benzo[d]imidazol-5-yl ester COC1=C(C(=NC=C1C)CS(=O)C1=NC2=C(N1)C=CC(=C2)OC(C2=CC(=CC=C2)[N+](=O)[O-])=O)C